NC=1C2=C(N=C(N1)Cl)N(C=C2)[C@H]2[C@@H]([C@@H]([C@H](C2)C=2C=C1C=CC=NC1=CC2)O)O (1R,2S,3R,5R)-3-(4-amino-2-chloro-7H-pyrrolo[2,3-d]pyrimidin-7-yl)-5-(quinolin-6-yl)cyclopentane-1,2-diol